4,7-dimethyl-3,4-dihydro-5H-pyrazolo[3,4-c]isoquinolin-5-one CN1C(C=2C=C(C=CC2C2=C1NN=C2)C)=O